FC=1C(=NC=CC1C)C(CCOC)N1C[C@@H](N([C@@H](C1)C)C(C(C)C)=O)C(=O)NCC1=CC=C(C=C1)C1=NC=CC=N1 (2R,6R)-4-(1-(3-fluoro-4-methylpyridin-2-yl)-3-methoxypropyl)-1-isobutyryl-6-methyl-N-(4-(pyrimidin-2-yl)benzyl)piperazine-2-carboxamide